2-chloro-1-(3-ethoxy-4-nitrophenoxy)-4-(trifluoromethyl)benzene ClC1=C(C=CC(=C1)C(F)(F)F)OC1=CC(=C(C=C1)[N+](=O)[O-])OCC